C(N)(=O)C1=NC=C2N1C=CC(=C2)C=2C=C(C=NC2C(F)(F)F)C(=O)N[C@@H]2[C@H](CCC(C2)(F)F)O 5-{3-Carbamoyl-imidazo[1,5-a]pyridin-7-yl}-N-[(1S,2S)-5,5-difluoro-2-hydroxycyclohexyl]-6-(trifluoromethyl)pyridine-3-carboxamide